4-[(E)-[4-[4-[(E)-(4-hydroxyphenyl)methyleneamino]anilino]phenyl]iminomethyl]phenol OC1=CC=C(C=C1)\C=N\C1=CC=C(NC2=CC=C(C=C2)\N=C\C2=CC=C(C=C2)O)C=C1